C1OCCN2C1CCC2 hexahydro-1H-pyrrolo[2,1-c][1,4]oxazin